3-(5-(difluoromethyl)-1,3,4-thiadiazol-2-yl)-8-((trans)-hexahydrofuro[3,4-c]pyridin-5(3H)-yl)-N-(1-methylcyclopropyl)imidazo[1,2-a]pyridine-6-sulfonamide FC(C1=NN=C(S1)C1=CN=C2N1C=C(C=C2N2C[C@H]1[C@H](CC2)COC1)S(=O)(=O)NC1(CC1)C)F